N-[4-(7-bromo-9,9-dioctyl-fluoren-2-yl)phenyl]-4-(4-tert-butylphenyl)-N-[4-(4-tert-butylphenyl)phenyl]aniline BrC1=CC=C2C=3C=CC(=CC3C(C2=C1)(CCCCCCCC)CCCCCCCC)C1=CC=C(C=C1)N(C1=CC=C(C=C1)C1=CC=C(C=C1)C(C)(C)C)C1=CC=C(C=C1)C1=CC=C(C=C1)C(C)(C)C